BrC=1C=C2C(=NC1)C(CC2)(F)F 3-bromo-7,7-difluoro-6,7-dihydro-5H-cyclopenta[b]pyridine